C(#N)CCOCC(COCCC#N)OCCC#N 1,2,3-Tris(2-cyanoethoxy)propan